4,4'-(dibenzo[a,j]phenoxathiine-3,11-diyl)dibenzoic acid C1=CC(=CC=2C=CC=3OC=4C=CC5=C(C4SC3C21)C=CC(=C5)C5=CC=C(C(=O)O)C=C5)C5=CC=C(C(=O)O)C=C5